N1(CCCC1)C(=O)O\C=C/COC (5R/S)-methoxy-(3S)-Z-propenyl pyrrolidine-1-carboxylate